alpha-cyano-2-carboxyl-3-hydroxycinnamate C(#N)C(C(=O)[O-])=CC1=C(C(=CC=C1)O)C(=O)O